ONC(=O)C(C(=O)NC1=CC=C(C=C1)CN1N=NC=C1CNS(=O)(=O)C1=CC=C(C=C1)I)CC(C)C 2-(Hydroxycarbamoyl)-N-[4-[[5-[[(4-iodophenyl)sulfonylamino]methyl]triazol-1-yl]methyl]phenyl]-4-methyl-pentanamide